C(C1=CC=CC=C1)OC(=O)N[C@@H](CCC(=O)O)C(=O)NCCCCCC(=O)NCCO[C@H]1[C@@H](O)[C@H](O)[C@H](O)[C@@H](O1)C (S)-4-{[(Benzyloxy)carbonyl]amino}-5-{[6-({2-[(α-L-fucopyranosyl)oxy]ethyl}amino)-6-oxohexyl]amino}-5-oxopentanoic acid